(R)-(6-(6-(2-(5-fluoro-2-methoxypyridin-3-yl)pyrrolidin-1-yl)imidazo[1,2-b]pyridazin-3-yl)pyridazin-4-yl)methanol FC=1C=C(C(=NC1)OC)[C@@H]1N(CCC1)C=1C=CC=2N(N1)C(=CN2)C2=CC(=CN=N2)CO